C(C1CO1)OC(C(F)(F)F)(CF)F pentafluoroisopropyl glycidyl ether